C(C)(C)(C)OC(=O)N1[C@@H](COCC1)C=1C=C(C=C2CCN(CC12)S(=O)(=O)C1CC1)C=1C=C2C(=NC1)NC=C2Cl (R)-3-(6-(3-chloro-1H-pyrrolo[2,3-b]pyridin-5-yl)-2-(cyclopropylsulfonyl)-1,2,3,4-tetrahydroisoquinolin-8-yl)morpholine-4-carboxylic acid tert-butyl ester